Cl.CN1CCN(CC1)C1=CC=C(C=N1)NC(=N)N (6-(4-methylpiperazin-1-yl)pyridin-3-yl)guanidine hydrochloride